N[C@H](CNC(=O)C1CCN(CC1)C(C1=C(C=C(C=C1)NC(=O)C=1N(C(=CN1)C1=C(C(=C(C=C1)OC)F)F)C)Cl)=O)C N-[(2S)-2-aminopropyl]-1-[2-chloro-4-[[5-(2,3-difluoro-4-methoxy-phenyl)-1-methyl-imidazole-2-carbonyl]amino]benzoyl]piperidine-4-carboxamide